4-(1-carbamimidoyl-1,2,3,6-tetrahydropyridin-4-yl)-N-[4-(1-carbamimidoyl-1,2,3,6-tetrahydropyridin-4-yl)phenyl]furan-2-carboxamide trifluoroacetate FC(C(=O)O)(F)F.C(N)(=N)N1CCC(=CC1)C=1C=C(OC1)C(=O)NC1=CC=C(C=C1)C=1CCN(CC1)C(N)=N